3-(2-((4-(4-((9-cyclopentyl-8-(phenylamino)-9H-purin-2-yl)amino)phenyl)piperazin-1-yl)methyl)phenyl)piperidine-2,6-dione C1(CCCC1)N1C2=NC(=NC=C2N=C1NC1=CC=CC=C1)NC1=CC=C(C=C1)N1CCN(CC1)CC1=C(C=CC=C1)C1C(NC(CC1)=O)=O